3-morpholinyl-1-phenyl-5,6-dihydropyridin-2(1H)-one N1(CCOCC1)C=1C(N(CCC1)C1=CC=CC=C1)=O